C[In]C1C=CC=C1 methylcyclopentadienylindium